6-(acetylamino)-N-[7-methoxy-8-(3-morpholin-4-ylpropoxy)-2,3-dihydroimidazo[1,2-c]quinazolin-5-yl]nicotinamide C(C)(=O)NC1=NC=C(C(=O)NC2=NC=3C(=C(C=CC3C=3N2CCN3)OCCCN3CCOCC3)OC)C=C1